tert-butyl 4-(3-chloro-2-{[4-(5-cyclopropyl-1,2-oxazol-3-yl)-4-methylpiperidine-1-carbonyl]amino}phenyl)-3,6-Dihydropyridine-1(2H)-carboxylate ClC=1C(=C(C=CC1)C=1CCN(CC1)C(=O)OC(C)(C)C)NC(=O)N1CCC(CC1)(C)C1=NOC(=C1)C1CC1